CC=1SC2=C(N1)C=CC(=C2)C2=NC1=CC=C3C(=C1C=1CCCCC21)C=NN3 2-methyl-6-(8,9,10,11-tetrahydro-3H-pyrazolo[4,3-a]phenanthridin-7-yl)benzo[d]thiazole